C(C)(C)(C)OC(=O)N(C12CC(C1)(C2)C(=O)[O-])C(=O)OC(C)(C)C 3-(bis(tert-butoxycarbonyl)amino)bicyclo[1.1.1]pentane-1-carboxylate